(S)-N-(1-cyclohexyl-2-((6-(3,5-dimethyl-1H-pyrazol-4-yl)-5-fluoropyridin-3-yl)amino)-2-oxoethyl)-1-(penta-1,4-dien-3-yl)-1H-pyrazole-5-carboxamide C1(CCCCC1)[C@@H](C(=O)NC=1C=NC(=C(C1)F)C=1C(=NNC1C)C)NC(=O)C1=CC=NN1C(C=C)C=C